N,N'-bis(3-methylenepent-4-enyl)hexahydropyrroloisoquinoline C=C(CCN1CC2=C3C(CCC2CC1)N(C=C3)CCC(C=C)=C)C=C